3-[(1-methyl-1H-pyrazol-4-yl)amino]piperidine-1-carboxylic acid tert-butyl ester C(C)(C)(C)OC(=O)N1CC(CCC1)NC=1C=NN(C1)C